ClC=1C=CC(=C(C1)C1(CC1)C(=O)O)NC1=CC=NN1C 1-(5-chloro-2-((1-methyl-1H-pyrazol-5-yl)amino)phenyl)cyclopropane-1-carboxylic acid